C(C=1C(=C(C(=C(C(=O)C2=CC=CC=C2)C1)O)O)O)C=1C(=C(C(=C(C(=O)C2=CC=CC=C2)C1)O)O)O methylenebis(2,3,4-trihydroxybenzophenone)